ClC1=C(C=CC=C1)CC(=O)NC1=CC(=C(C=C1)N1N=C(C(=C1)C#N)C)S(N)(=O)=O 2-(2-chlorophenyl)-N-[4-(4-cyano-3-methyl-1H-pyrazol-1-yl)-3-sulfamoylphenyl]acetamide